NCC=1C=2C3=C(C(N(C3=CC1)C1C(NC(CC1)=O)=O)=O)C=CC2 3-(6-(aminomethyl)-2-oxobenzo[cd]indol-1(2H)-yl)piperidine-2,6-dione